(R)-1-(1-(7-cyano-1H-indol-4-yl)piperidin-3-yl)-3-(thiazol-2-yl)urea C(#N)C=1C=CC(=C2C=CNC12)N1C[C@@H](CCC1)NC(=O)NC=1SC=CN1